N1(CCCCC1)C(=O)OC(C(C)C)OC(C(C)(C)C)=O 1-[(2,2-dimethylpropanoyl)oxy]-2-methylpropyl piperidine-1-carboxylate